N-(1-acetylindolin-7-yl)-4-methylbenzenesulfonamide C(C)(=O)N1CCC2=CC=CC(=C12)NS(=O)(=O)C1=CC=C(C=C1)C